ethyl 3-(3-(7-((2-ethoxy-2-oxoethyl)sulfonyl)-6,6-difluoro-2,5,5-trimethyl-1-(2-methylhydrazineyl)-1-oxoheptan-2-yl)phenyl)propanoate C(C)OC(CS(=O)(=O)CC(C(CCC(C(=O)NNC)(C)C=1C=C(C=CC1)CCC(=O)OCC)(C)C)(F)F)=O